tert-butyl (S)-(3-(3-chlorophenyl)-1-(methoxy(methyl)amino)-1-oxopropan-2-yl)(4-methoxybenzyl)carbamate ClC=1C=C(C=CC1)C[C@@H](C(=O)N(C)OC)N(C(OC(C)(C)C)=O)CC1=CC=C(C=C1)OC